ClC1=C(C=CC(=N1)COC1=CC=CC(=N1)C1=CC(=C(CC2=NC3=C(N2C[C@H]2OCC2)C=C(C=C3)C(=O)O)C=C1F)F)C#CC=1C=NN(C1)C (S)-2-(4-(6-((6-chloro-5-((1-methyl-1H-pyrazol-4-yl)ethynyl)pyridin-2-yl)methoxy)pyridin-2-yl)-2,5-difluorobenzyl)-1-(oxetan-2-ylmethyl)-1H-benzo[d]imidazole-6-carboxylic acid